5-(4-isopropyl-2,5-dioxo-imidazolidin-4-yl)thiophene-2-carboxylic acid C(C)(C)C1(NC(NC1=O)=O)C1=CC=C(S1)C(=O)O